(2-(3-(2-(isopropylamino)ethoxy)phenyl)pyrimidin-4-yl)-1H-indazol-5-amine C(C)(C)NCCOC=1C=C(C=CC1)C1=NC=CC(=N1)N1N=CC2=CC(=CC=C12)N